2-(3-(4-(2-((R)-2,4-dimethyl-3-oxopiperazin-1-yl)ethoxy)phenyl)ureido)-N-(4-(((2S*,4R*)-7-fluoro-2-methyl-1-propionyl-1,2,3,4-tetrahydroquinolin-4-yl)amino)phenyl)acetamide C[C@H]1N(CCN(C1=O)C)CCOC1=CC=C(C=C1)NC(NCC(=O)NC1=CC=C(C=C1)N[C@@H]1C[C@@H](N(C2=CC(=CC=C12)F)C(CC)=O)C)=O |o1:32,34|